7-isopropoxy-2-((1R,4S)-1-methyl-2-oxabicyclo[2.2.1]heptan-4-yl)-N-(2-oxo-1-((R)-spiro[2.2]pentan-1-yl)-1,2-dihydropyridin-3-yl)imidazo[1,2-a]pyrimidine-6-carboxamide C(C)(C)OC1=NC=2N(C=C1C(=O)NC=1C(N(C=CC1)[C@@H]1CC13CC3)=O)C=C(N2)[C@]23CO[C@](CC2)(C3)C